phenyl-chloromethylsulfoxide C1(=CC=CC=C1)C(Cl)S(=O)C(C1=CC=CC=C1)Cl